3-methyl-cyclobutyl alcohol CC1CC(C1)O